(3-((2-fluoro-4-nitrophenyl)(methyl)amino)cyclobutyl)methyl 4-methylbenzenesulfonate CC1=CC=C(C=C1)S(=O)(=O)OCC1CC(C1)N(C)C1=C(C=C(C=C1)[N+](=O)[O-])F